methyl-2-(2-chloro-4-fluoro-phenyl)-2-fluoro-propionic acid CCC(C(=O)O)(F)C1=C(C=C(C=C1)F)Cl